O=C1N(C(C(N1)CC1CCN(CC1)C(=O)OCC1=CC=CC=C1)=O)C1CC2(CC(C2)OC2=C(C(=O)N)C=CC=N2)C1 2-(((αR)-6-(2,5-dioxo-4-(N-benzyloxycarbonyl-piperidin-4-ylmethyl)imidazolidin-1-yl)spiro[3.3]heptan-2-yl)oxy)nicotinamide